FC(OC1=C(C=C(C=C1)C=1OC=C(N1)CNC(C1=C(C=CC=C1)OCC)=O)OC(C)C)F N-({2-[4-(difluoromethoxy)-3-isopropoxyphenyl]oxazol-4-yl}methyl)-2-ethoxybenzamide